(Z)-N-(2-((hydroxyimino)(tetrahydro-2H-pyran-4-yl)methyl)pyridin-4-yl)cyclopropanesulfonamide O\N=C(/C1=NC=CC(=C1)NS(=O)(=O)C1CC1)\C1CCOCC1